C(=C)NC(O)=O.C(=C)NC(O)=O.P(=O)(OCC)(OCC)OCC triethyl phosphate di(vinyl carbamate)